C(CC(=O)C)(=O)[O-].C(C)C(CCC(CC(=O)[O-])=O)CCCC.C(C)C(CCC(CC(=O)[O-])=O)CCCC.[Al+3] aluminum bis(2-ethylhexyl acetoacetate) monoacetoacetate